4-(hydroxymethyl)pyridine-2-carboxylic acid OCC1=CC(=NC=C1)C(=O)O